NC1=NC=C(C=N1)C1=CSC2=C1N=C(N=C2)NC2=CC(=C(C=C2)OC)OC 7-(2-aminopyrimidin-5-yl)-N-(3,4-dimethoxyphenyl)thieno[3,2-d]pyrimidin-2-amine